BrC1=C2C=C(N(C2=CC=C1)[C@H]1C(CNCC1)(F)F)C |r| rac-4-Bromo-1-(3,3-difluoropiperidin-4-yl)-2-methyl-1H-indole